BrC=1C=C(C=CC1)[C@@H](C)NC1=NC(=NC2=CC(=C(C=C12)OC)OCCCCCCC(=O)N1CCCCC1)C (R)-7-((4-((1-(3-bromophenyl)ethyl)amino)-6-methoxy-2-methylquinazolin-7-yl)oxy)-1-(piperidin-1-yl)heptan-1-one